(2S)-2-((2-((1-methoxy-3-methyl-1,3-dihydrobenzo[c][1,2]oxaborol-5-yl)amino)-5-(3-(quinuclidin-4-yl)-1,2,4-oxadiazol-5-yl)pyridin-4-yl)amino)-2-phenylethan-1-ol COB1OC(C2=C1C=CC(=C2)NC2=NC=C(C(=C2)N[C@H](CO)C2=CC=CC=C2)C2=NC(=NO2)C21CCN(CC2)CC1)C